decan-8-yl methanesulfonate CS(=O)(=O)OC(CCCCCCC)CC